C(C1=CC=CC=C1)OC(=O)N[C@@H](CC1=CC=C(C=C1)OCC1=CC=CC=C1)C(=O)O N-(benzyloxycarbonyl)-O-benzyltyrosine